C(C(C)C)OC=1C=C(C=CC1)C1=CC=C(C(=N1)OC1=C(C=C(C=C1C)C)C)C(=O)NS(=O)(=O)C=1C(NC=CC1)=O 6-(3-Isobutoxyphenyl)-N-[(2-oxo-1H-pyridin-3-yl)sulfonyl]-2-(2,4,6-trimethylphenoxy)pyridin-3-carboxamid